Tert-butyl 6-(((trifluoromethyl)sulfonyl)oxy)-3,4-dihydro-2,7-naphthyridine-2(1H)-carboxylate FC(S(=O)(=O)OC=1C=C2CCN(CC2=CN1)C(=O)OC(C)(C)C)(F)F